NC1=C(C(=CC(=C1)CN1CCN(CC1)C)OC)SC=1C2=C(C(=NC1C)N)N=C(N2)COCC 7-[2-amino-6-methoxy-4-[(4-methylpiperazin-1-yl)methyl]phenyl]sulfanyl-2-(ethoxymethyl)-6-methyl-1H-imidazo[4,5-c]pyridin-4-amine